C(C1=CC=CC=C1)OC(CNC=1C=C(C(=O)OCC)C=CC1)=O ethyl 3-[[2-(benzyloxy)-2-oxoethyl]amino]benzoate